tert-Butyl 4-methyl-2-(methylamino)thiazole-5-carboxylate CC=1N=C(SC1C(=O)OC(C)(C)C)NC